2-hydrazineyl-5-methyl-6,7-dihydro-5H-cyclopenta[b]pyridine-3-carboxylic acid N(N)C1=C(C=C2C(=N1)CCC2C)C(=O)O